C(CCC)SNC1=CC=CC=C1 butylsulfanylaniline